2-(2-bromo-5,6-dimethoxypyridin-3-yl)acetonitrile BrC1=NC(=C(C=C1CC#N)OC)OC